2-(2,4-dimethylphenyl)ethane-1-amine CC1=C(C=CC(=C1)C)CCN